C1(CC1)C1=NN(C=C1C1=NC=CC=C1[C@@H]1C[C@@H](C1)O)[C@@H]1C[C@H](C1)CNC1=C2C(N(C(C2=CC=C1)=O)C1C(NC(CC1)=O)=O)=O (((trans-3-(3-cyclopropyl-4-(3-(cis-3-hydroxycyclobutyl)pyridin-2-yl)-1H-pyrazol-1-yl)cyclobutyl)methyl)amino)-2-(2,6-dioxopiperidin-3-yl)isoindoline-1,3-dione